C(C)(=O)C1=NN(C2=CC=C(C=C12)C=1C=NC=2N(C1)N=C(C2)C)CC(=O)C2[C@@H](C[C@H](N2)C(=O)NC2=NN(C=C2)CC(F)(F)F)F (2S,4R)-5-(2-(3-acetyl-5-(2-methylpyrazolo[1,5-a]pyrimidin-6-yl)-1H-indazol-1-yl)acetyl)-4-fluoro-N-(1-(2,2,2-trifluoroethyl)-1H-pyrazol-3-yl)pyrrolidine-2-carboxamide